tert-Butyl (2-((3-(4-methoxypyridin-2-yl)-1,2,4-thiadiazol-5-yl)amino) (trifluoromethyl)pyridin-3-yl)(methyl)carbamate COC1=CC(=NC=C1)C1=NSC(=N1)NC1=NC=CC(=C1N(C(OC(C)(C)C)=O)C)C(F)(F)F